(3S)-N-((R)-cyclopropyl(2,5-difluoro-4-(trifluoromethyl)phenyl)methyl)-1-((5-(methylsulfonyl)-3-pyridinyl)carbonyl)-3-(trifluoromethyl)-L-prolinamide C1(CC1)[C@@H](NC([C@H]1N(CC[C@@H]1C(F)(F)F)C(=O)C=1C=NC=C(C1)S(=O)(=O)C)=O)C1=C(C=C(C(=C1)F)C(F)(F)F)F